Ethyl 6-(2-Methoxyphenyl)-2-(p-tolyl)pyrazolo[1,5-a]pyrimidine-7-carboxylate COC1=C(C=CC=C1)C=1C=NC=2N(C1C(=O)OCC)N=C(C2)C2=CC=C(C=C2)C